[(3R,4R,5R)-4-fluoro-3-[(4-methoxyphenyl) diphenylmethoxy]-5-(5-methyl-2,4-dioxo-3H-pyrimidin-1-yl)-2-[(trifluoromethanesulfonyloxy) methyl]oxolan-2-yl]methyl trifluoromethanesulfonate FC(S(=O)(=O)OCC1(O[C@H]([C@@H]([C@@H]1OC(C1=CC=CC=C1)(C1=CC=CC=C1)C1=CC=C(C=C1)OC)F)N1C(NC(C(=C1)C)=O)=O)COS(=O)(=O)C(F)(F)F)(F)F